CN(CCC1=CC=CC(=N1)C(=O)OCC)C ethyl 6-[2-(dimethylamino)ethyl]pyridine-2-carboxylate